N1=C(C=CC=C1)C1=CC=C(C(=O)N)C=C1 4-(pyridin-2-yl)-benzamide